2-(7-(((3S,5S)-1,5-dimethylpiperidin-3-yl)amino)pyrazolo[1,5-d][1,2,4]triazin-4-yl)-5-(trifluoromethyl)phenol CN1C[C@H](C[C@@H](C1)C)NC1=NN=C(C=2N1N=CC2)C2=C(C=C(C=C2)C(F)(F)F)O